tert-butyl 2,4-dioxo-3-[2-(trifluoromethyl)pyrimidin-4-yl]-1,3,8-triazaspiro[4.5]decane-8-carboxylate O=C1NC2(C(N1C1=NC(=NC=C1)C(F)(F)F)=O)CCN(CC2)C(=O)OC(C)(C)C